(3Z)-1-chloro-11,11-dimethoxy-3-undecene ClCC\C=C/CCCCCCC(OC)OC